titanium bis-(triethanolamine) N(CCO)(CCO)CCO.N(CCO)(CCO)CCO.[Ti]